C(C1=CC=CC=C1)O[C@@H]1[C@H](O[C@@H]([C@H]([C@H]1OCC1=CC=CC=C1)OCC1=CC=CC=C1)OC1=CC=CC=C1)\C=C\P(=O)(OCC)OCC (2R,3R,4S,5S,6R)-3,4,5-tribenzyloxy-2-[(E)-2-diethoxyphosphorylvinyl]-6-phenoxy-tetrahydropyran